C(CC\C=C\C=C\CC\C=C/CCCCC)O (E,E,Z)-4,6,10-hexadecatrien-ol